2-(2-Fluoro-5-(trifluoromethoxy)benzoyl)hydrazine-1-carboxylic acid tert-butyl ester C(C)(C)(C)OC(=O)NNC(C1=C(C=CC(=C1)OC(F)(F)F)F)=O